NCCC#CC1=CC=C(O1)C#CCNC(C[C@H]1C=2N(C3=C(C(=N1)C1=CC=C(C=C1)Cl)C(=C(S3)C)C)C(=NN2)C)=O (S)-N-(3-(5-(4-aminobut-1-yn-1-yl)furan-2-yl)prop-2-yn-1-yl)-2-(4-(4-chlorophenyl)-2,3,9-trimethyl-6H-thieno[3,2-f][1,2,4]triazolo[4,3-a][1,4]diazepin-6-yl)acetamide